F[C@@H]1[C@@]2(C[C@H]([C@H](C[C@H]1C(=C)C1=NN=C(S1)C1=C(C=C(C=C1)N1C=NC=C1)O)N2)OC)C 2-(5-(1-((1S,2S,3S,5S,6R)-2-fluoro-6-methoxy-1-methyl-8-azabicyclo[3.2.1]octan-3-yl)vinyl)-1,3,4-thiadiazol-2-yl)-5-(1H-imidazol-1-yl)phenol